N[C@@H]1C(N2[C@@H](OCC1)CCC2C(=O)N2C=CC1=CC=CC=C21)=O (4S,9aS)-4-amino-7-(1H-indole-1-carbonyl)hexahydropyrrolo[2,1-b][1,3]oxazepin-5(2H)-one